1-((2R,3R,4R,5R)-5-(((tert-butyldimethylsilyl)oxy)methyl)-4-hydroxy-3-methoxytetrahydrofuran-2-yl)-5-methylpyrimidine-2,4(1H,3H)-dione [Si](C)(C)(C(C)(C)C)OC[C@@H]1[C@H]([C@H]([C@@H](O1)N1C(NC(C(=C1)C)=O)=O)OC)O